N[C@@H]1[C@@H](CCC1)C(=O)O (1R,2S)-2-AMINO-CYCLOPENTANECARBOXYLIC ACID